ClC1=C(OC2=CC=NC3=CC(=C(C=C23)OC)OCC(=O)[O-])C=CC=C1NC(=O)C1(CC1)C(NC1=CC=C(C=C1)F)=O.[NH4+] Ammonium 2-[[4-[2-chloro-[[1-[(4-fluorophenyl)carbamoyl]cyclopropanecarbonyl] amino]phenoxy]-6-methoxy-7-quinolyl]oxy]acetat